C1(CCCCC1)N(CCCC(=O)OCC)C(=O)OCC ethyl 4-(cyclohexyl(ethoxycarbonyl)amino)butanoate